3-((3-(4-(1H-pyrazol-4-yl)phenyl)-2-oxo-8-oxa-1,3-diazaspiro[4.5]decan-1-yl)methyl)-N-ethyl-N-methylbenzamide N1N=CC(=C1)C1=CC=C(C=C1)N1C(N(C2(C1)CCOCC2)CC=2C=C(C(=O)N(C)CC)C=CC2)=O